C(C)(CC)C1CCN(CC1)S(=O)(=O)C1=CC=C(C=C1)NC(=O)C=1C=C(CNCCCNC(OC(C)(C)C)=O)C=CC1N(S(=O)(=O)C)C tert-Butyl (3-((3-((4-((4-(sec-butyl)piperidin-1-yl)sulfonyl)phenyl)carbamoyl)-4-(N-methylmethylsulfonamido)benzyl)amino)propyl)carbamate